N1=CC=C(C=C1)NC(=O)C=1N=C2N(C=CC(=C2)C2=NOC(=N2)C(F)(F)F)C1 N-(pyridin-4-yl)-7-(5-(trifluoromethyl)-1,2,4-oxadiazol-3-yl)imidazo[1,2-a]pyridine-2-carboxamide